2,5-Dihydroxybenzenesulfonic acid OC1=C(C=C(C=C1)O)S(=O)(=O)O